C(=O)(O)CCOCC[C@@H]1CC[C@H](N1C1=NC2=C(C(=CC=C2C(=C1)N1C=NC=C1)Cl)Cl)C(=O)O (2S,5S)-5-(2-(2-carboxyethoxy)ethyl)-1-(7,8-dichloro-4-(1H-imidazol-1-yl)quinolin-2-yl)pyrrolidine-2-carboxylic acid